4-((1,3-dioxolan-5-yl)methyl)piperazine O1COCC1CN1CCNCC1